N-(3-carbamoyl-1-chloro-6-methyl-2-naphthyl)-2-(3-chloro-2-pyridyl)-5-(trifluoromethyl)pyrazole-3-carboxamide C(N)(=O)C=1C(=C(C2=CC=C(C=C2C1)C)Cl)NC(=O)C=1N(N=C(C1)C(F)(F)F)C1=NC=CC=C1Cl